N-{5-[(5-{[(1S,2S)-2-hydroxycyclohexyl]carbamoyl}-2-methylanilino)methyl]pyridin-2-yl}oxolane-3-carboxamide O[C@@H]1[C@H](CCCC1)NC(=O)C=1C=CC(=C(NCC=2C=CC(=NC2)NC(=O)C2COCC2)C1)C